C(C)(C)(C)OC(=O)NCCCCC1=C(C=CC(=C1)F)NC1=C(C(=O)O)C=C(C=C1)C(F)(F)F ((2-(4-((tert-Butoxycarbonyl)amino)butyl)-4-fluorophenyl)amino)-5-(trifluoromethyl)benzoic acid